1'-[trans-4-(Pyridin-2-yloxy)cyclohexyl]-4'H,6'H-spiro[1,3-dioxolan-2,5'-[1,2,4]triazolo[4,3-a][1]benzazepin] N1=C(C=CC=C1)O[C@@H]1CC[C@H](CC1)C1=NN=C2N1C1=C(CC3(C2)OCCO3)C=CC=C1